3,4-DIHYDROPHTHALAZIN-1(2H)-ONE C1(NNCC2=CC=CC=C12)=O